C(C)(C)N(CCCC)CCCC isopropyl-dibutylamine